C1(=CC=CC=C1)C1=NC2=CC=CC=C2C(=N1)C1=CC=CC=C1 2,4-diphenyl-quinazoline